OC(=O)C(F)(F)F.O=C1NC(CCC1N1C(C2=CC(=C(C=C2C1=O)N1CCN(CC1)CCCC(=O)O)F)=O)=O 4-(4-(2-(2,6-dioxopiperidin-3-yl)-6-fluoro-1,3-dioxoisoindolin-5-yl)piperazin-1-yl)butanoic acid TFA salt